CC(C)OC=1C=CC(=NC1)CO 5-(1-methylethoxy)-2-pyridinemethanol